dinonyl naphthalenedisulfonate C=1(C(=CC=C2C=CC=CC12)S(=O)(=O)OCCCCCCCCC)S(=O)(=O)OCCCCCCCCC